CCC=CC(CCCCC)O 3-decen-5-ol